ethyl 2-(4-bromophenyl)propionate BrC1=CC=C(C=C1)C(C(=O)OCC)C